ClC=1C(=C2C=NNC2=CC1C)C=1C(=NN(C1C)C1CC2(CN(C2)C(C=C)=O)C1)N1C(CC(CC1)CN1CCOCC1)(C)CC 1-(6-(4-(5-chloro-6-methyl-1H-indazol-4-yl)-3-(2-ethyl-2-methyl-4-(morpholinomethyl)piperidin-1-yl)-5-methyl-1H-pyrazol-1-yl)-2-azaspiro[3.3]heptan-2-yl)prop-2-en-1-one